3-Nitro-4-[4-(4-Nitrophenyl)piperazin-1-yl]-N-phenylbenzenesulfonamide [N+](=O)([O-])C=1C=C(C=CC1N1CCN(CC1)C1=CC=C(C=C1)[N+](=O)[O-])S(=O)(=O)NC1=CC=CC=C1